α-phenyl-tert-butylnitrone C1(=CC=CC=C1)C(=[NH+][O-])C(C)(C)C